((2-(2,6-dioxopiperidin-3-yl)-1-oxoisoindol-5-yl)methyl)-6-(1,2,3,6-tetrahydropyridin-4-yl)pyridazine-3-carboxamide trifluoroacetate FC(C(=O)O)(F)F.O=C1NC(CCC1N1C(C2=CC=C(C=C2C1)CC1=C(N=NC(=C1)C=1CCNCC1)C(=O)N)=O)=O